CC1=C2NC=C(C[C@H](N)C(=O)O)C2=CC=C1 7-Methyl-L-tryptophan